ClC=1C(=C2C(=NC1)NC(=N2)C2=CC=C(C=C2)N2CC(N(CC2)CCCOC)=O)NC2CCN(CC2)CC2=CC=C(C=C2)OC 4-[4-(6-Chloro-7-{[1-(4-methoxybenzyl)piperidin-4-yl]amino}-3H-imidazo[4,5-b]pyridin-2-yl)phenyl]-1-(3-methoxypropyl)piperazin-2-one